O=C1NC(CCC1N1C(N(C2=C1C=CC(=C2)CCCN2C[C@H](NCC2)C(=O)O)C)=O)=O (2S)-4-[3-[1-(2,6-dioxo-3-piperidyl)-3-methyl-2-oxo-benzimidazol-5-yl]propyl]piperazine-2-carboxylic acid